2-bromo-5-(4-ethoxy-1-isopropylpiperidin-4-yl)pyridine BrC1=NC=C(C=C1)C1(CCN(CC1)C(C)C)OCC